FC=1C(=C(C=CC1)C1C(=C(NC(=N1)C=1SC=CN1)[C@@H]1CC[C@H](CC1)C=1OC=C(N1)C(=O)OC)C(=O)OC)C trans-methyl 2-(4-(6-(3-fluoro-2-methylphenyl)-5-(methoxycarbonyl)-2-(thiazol-2-yl)-3,6-dihydropyrimidin-4-yl)cyclohexyl)oxazole-4-carboxylate